(P)-3-chloro-4-((3,5-difluoropyridin-2-yl)methoxy)-2'-(2-(2-hydroxypropan-2-yl)pyrimidin-4-yl)-5',6-dimethyl-2H-[1,4'-bipyridinyl]-2-one ClC=1C(N(C(=CC1OCC1=NC=C(C=C1F)F)C)C1=CC(=NC=C1C)C1=NC(=NC=C1)C(C)(C)O)=O